The molecule is an organic sodium salt resulting from the replacement of the proton from one of the carboxy groups of fumaric acid by a sodium ion. It has a role as a food acidity regulator. It contains a fumarate(1-). C(=C/C(=O)[O-])\\C(=O)O.[Na+]